C(C)(C)(C)OC(=O)NCCCCC1(CC1)N1C(=NC2=C1C(=CC=C2)C(N(C)C)=O)NC(=O)C=2C=C(C(=O)OC(C)(C)C)C=CC2 tert-butyl 3-((1-(1-(4-((tert-butoxycarbonyl)amino)butyl)cyclopropyl)-7-(dimethylcarbamoyl)-1H-benzo[d]imidazol-2-yl)carbamoyl)benzoate